5-(7-(2-cyano-4-fluorophenoxy)-5-oxa-2-azaspiro[3.4]octan-2-yl)-2'-ethoxy-N-((R)-1-methylpyrrolidin-3-yl)-[2,3'-bipyridine]-6-carboxamide C(#N)C1=C(OC2COC3(CN(C3)C=3C=CC(=NC3C(=O)N[C@H]3CN(CC3)C)C=3C(=NC=CC3)OCC)C2)C=CC(=C1)F